3-[(tert-butoxycarbonyl)amino]-2-[4-(acetamidomethyl)phenyl]propanoic acid C(C)(C)(C)OC(=O)NCC(C(=O)O)C1=CC=C(C=C1)CNC(C)=O